diphenol acetate C(C)(=O)O.C1(=CC=CC=C1)O.C1(=CC=CC=C1)O